ethyl (5S)-5-[[(benzyloxy)carbonyl]amino]-2-diazo-6-methoxy-3-oxohexanoate C(C1=CC=CC=C1)OC(=O)N[C@@H](CC(C(C(=O)OCC)=[N+]=[N-])=O)COC